(S)-N-(5-Chloro-3-methyl-1H-pyrazol-4-yl)-4-(5-cyclopropylpyridin-2-yl)-5-fluoro-2-((1,1,1-trifluoropropan-2-yl)oxy)benzamide ClC1=C(C(=NN1)C)NC(C1=C(C=C(C(=C1)F)C1=NC=C(C=C1)C1CC1)O[C@H](C(F)(F)F)C)=O